5-(2-fluorocyclopropyl)-1-methyl-1H-pyrazole-4-carboxylic acid potassium [K].FC1C(C1)C1=C(C=NN1C)C(=O)O